3-((benzyloxy)methyl)-2-azaspiro[4.4]nonane-2-carboxylic acid tert-butyl ester C(C)(C)(C)OC(=O)N1CC2(CC1COCC1=CC=CC=C1)CCCC2